2-(5,5'-Difluoro-6'-methyl-[3,4'-bipyridin]-2'-yl)-5-(6-methylpyridin-2-yl)-1,3,4-oxadiazole FC=1C=C(C=NC1)C1=CC(=NC(=C1F)C)C=1OC(=NN1)C1=NC(=CC=C1)C